ClC=1C=C(NC2=CC=C(C(=N2)C(=O)NCC(C)(C)C)OC)C=CC1Cl 6-(3,4-dichloroanilino)-N-(2,2-dimethylpropyl)-3-methoxy-pyridine-2-carboxamide